(2R,4R)-4-([1,1'-biphenyl]-3-yl)-N-((S)-1-(((6-amino-2-methylpyridin-3-yl)methyl)amino)-1-oxopropan-2-yl)pyrrolidine-2-carboxamide di-trifluoroacetate FC(C(=O)O)(F)F.FC(C(=O)O)(F)F.C1(=CC(=CC=C1)[C@H]1C[C@@H](NC1)C(=O)N[C@H](C(=O)NCC=1C(=NC(=CC1)N)C)C)C1=CC=CC=C1